dimethyl-dineopentylammonium C[N+](CC(C)(C)C)(CC(C)(C)C)C